C(C)OC(=O)C1=NC2=C(C=C(C(=C2C(=C1)C)N)[N+](=O)[O-])[N+](=O)[O-] 4-methyl-5-amino-6,8-dinitroquinoline-2-carboxylic acid ethyl ester